FC=1C=C(C(=O)OC)C=CC1C1=NC=2C=CNC(C2C(=C1)NC1=NC=C(C=C1)N1CCC(CC1)O)=O Methyl 3-fluoro-4-[4-[[5-(4-hydroxy-1-piperidyl)-2-pyridyl]amino]-5-oxo-6H-1,6-naphthyridin-2-yl]benzoate